The molecule is an amino sulfonic acid that is 4-[(4-methylenecyclohexa-2,5-dien-1-ylidene)amino]benzenesulfonic acid in which the hydrogens of the methylene group are replaced by 4-amino-3-methyl-5-sulfophenyl and 4-[(4-sulfophenyl)amino]phenyl groups. The disodium salt is the biological stain C.I. Acid Blue 22, also known as water blue. It is an organosulfonic acid, a ketimine and an amino sulfonic acid. It is a conjugate acid of a NSC 56820(2-). CC1=CC(=CC(=C1N)S(=O)(=O)O)C(=C2C=CC(=NC3=CC=C(C=C3)S(=O)(=O)O)C=C2)C4=CC=C(C=C4)NC5=CC=C(C=C5)S(=O)(=O)O